[I-].FC=1C=CC2=C([N+](=C(S2)C)C)C1 5-fluoro-2,3-dimethylbenzo[d]thiazol-3-ium iodide